N-(7-(hydroxyamino)-7-oxoheptyl)-4-((1-methyl-5-nitro-1H-indol-3-yl)methyl)benzamide Sodium citrate C(CC(O)(C(=O)[O-])CC(=O)[O-])(=O)[O-].[Na+].ONC(CCCCCCNC(C1=CC=C(C=C1)CC1=CN(C2=CC=C(C=C12)[N+](=O)[O-])C)=O)=O.[Na+].[Na+]